O=C1N(C(OC1)C=1C=C(C(=O)NCCCC)C=CC1)C1=CC=CC=C1 3-(4-oxo-3-phenyloxazolidin-2-yl)-N-butyl-benzamide